(4-tert-butoxycarbonylaminophenoxy)-3-ethoxypropan-2-ol C(C)(C)(C)OC(=O)NC1=CC=C(OCC(COCC)O)C=C1